C1(=CC=C(C=C1)CN1N=C(C=C1C(=O)O)C(=O)O)CN1N=C(C=C1C(=O)O)C(=O)O 1,1'-[1,4-phenylenebis(methylene)]bis(3,5-pyrazoledicarboxylic acid)